phenylacetylene diboron [B].[B].C1(=CC=CC=C1)C#C